(2R)-1-tert-Butoxycarbonyl-2-[[tert-butyl-(dimethyl)silyl]oxymethyl]pyrrolidine-2-carboxylic acid C(C)(C)(C)OC(=O)N1[C@@](CCC1)(C(=O)O)CO[Si](C)(C)C(C)(C)C